C(CCC)OC(=O)C=1C(=NNC1[N+](=O)[O-])[N+](=O)[O-] 3,5-dinitro-pyrazole-4-carboxylic acid butyl ester